6,6-Dimethyl-11-oxo-8-((2R,3R)-2,3,4-trihydroxy-butoxy)-6,11-dihydro-5H-benzo[b]carbazole-3-carboxylic acid pyridin-3-ylamide N1=CC(=CC=C1)NC(=O)C1=CC=C2C=3C(C4=C(C(C3NC2=C1)(C)C)C=C(C=C4)OC[C@H]([C@@H](CO)O)O)=O